tris(2-methylphenyl)phosphorus CC1=C(C=CC=C1)P(C1=C(C=CC=C1)C)C1=C(C=CC=C1)C